N1(CCCCC1)C=1C=C(C=CC1)C1=C(C=C(N=N1)NC=1N=CC(=NC1)C#N)NCC1CCNCC1 5-(6-(3-(piperidin-1-yl)phenyl)-5-(piperidin-4-ylmethylamino)pyridazin-3-ylamino)pyrazine-2-carbonitrile